6-Chloro-5-(3-cyano-2-methylphenyl)picolinic acid ClC1=C(C=CC(=N1)C(=O)O)C1=C(C(=CC=C1)C#N)C